(5-(3-(5-(2-(3-Bromophenyl)-7,7-dimethylnon-8-yn-2-yl)-1H-imidazol-2-yl)-4-fluorophenoxy)-6-fluoro-1-(tetrahydro-2H-pyran-2-yl)-1H-benzo[d]imidazol-4-yl)methanol BrC=1C=C(C=CC1)C(C)(CCCCC(C#C)(C)C)C1=CN=C(N1)C=1C=C(OC2=C(C3=C(N(C=N3)C3OCCCC3)C=C2F)CO)C=CC1F